CS(=O)(=O)OCC1CC(C1)N1N=C2C=CC(=CC2=C1)NC(=O)C1=NC(=CC=C1)C(F)(F)F [3-[5-[[6-(Trifluoromethyl)pyridine-2-carbonyl]amino]indazol-2-yl]cyclobutyl]methyl methanesulfonate